P(=O)(O)(O)NC(=O)C=1NC(=C(N1)N)C1[C@H](O)[C@H](O)[C@H](O1)CO Phosphoribosyl-aminoimidazolecarboxamide